copper naphthalene-2-carboxylate C1=C(C=CC2=CC=CC=C12)C(=O)[O-].[Cu+2].C1=C(C=CC2=CC=CC=C12)C(=O)[O-]